CN(CCC=1C(=CC(N(C1)C(C(=O)N[C@@H](CC(=O)O)C=1C=C(C=C(C1F)C)C1=C(C=CC=C1C)C)CC(C)C)=O)C)C (3S)-3-(2-(5-(2-(dimethylamino)ethyl)-4-methyl-2-oxopyridin-1(2H)-yl)-4-methylpentanamido)-3-(4-fluoro-2',5,6'-trimethylbiphenyl-3-yl)propanoic acid